1-[[4-[5-(Trifluoromethyl)-1,2,4-oxadiazol-3-yl]phenyl]methyl]-1H-indazole-4-carboxylic acid methyl ester COC(=O)C=1C=2C=NN(C2C=CC1)CC1=CC=C(C=C1)C1=NOC(=N1)C(F)(F)F